ethyl aminoglycinate NNCC(=O)OCC